(6S)-6-amino-2,4-dimethyl-7,8-dihydro-6H-pyrazolo[1,5-a][1,3]diazepin-5-one N[C@@H]1C(N(C=2N(CC1)N=C(C2)C)C)=O